4-(4,4,5,5-tetramethyl-1,3,2-dioxaborolan-2-yl)1H-pyrazole CC1(OB(OC1(C)C)C=1C=NNC1)C